N1N=CC(=C1)C1=NC2=CC=CC=C2C(=C1)[C@@H](C)NC(C1=C(C=CC(=C1)OCCN(C)C)C)=O (R)-N-(1-(2-(1H-pyrazol-4-yl)quinolin-4-yl)ethyl)-5-(2-(dimethylamino)ethoxy)-2-methylbenzamide